C(C)(C)(C)OC(=O)N(C1=NC=CC(=C1)C=1OC=C(N1)C(=O)NC=1C(=NN(C1)C1=CC=C(C(=O)OC)C=C1)CO)CC(F)(F)F Methyl 4-[4-[[2-[2-[tert-butoxycarbonyl(2,2,2-trifluoroethyl)amino]-4-pyridyl]oxazole-4-carbonyl]amino]-3-(hydroxymethyl)pyrazol-1-yl]benzoate